N-(pyridin-3-yl)imidazo[1,2-b]Pyridazine-8-carboxamide N1=CC(=CC=C1)NC(=O)C=1C=2N(N=CC1)C=CN2